(1-(((4-Bromo-5-fluoro-1,3-dihydrofuro[3,4-f]quinolin-7-yl)oxy)methyl)cyclopropyl)methanol BrC1=C2C(=C3C=CC(=NC3=C1F)OCC1(CC1)CO)COC2